[Cl-].FC1=CC=C(C=C1)N1C=[N+]2C(C3=C(C=4C=CC=CC24)C2=CC=CC=C2N3)=C1C1=CC=C(C=C1)C 2-(4-Fluorophenyl)-1-(p-tolyl)-2,13-dihydroimidazo[1,5-a]indolo[2,3-c]quinolin-4-ium chloride